N1=CN=CC2=C1OC=C2C(=O)NN furo[2,3-d]Pyrimidine-5-carbohydrazide